ClC1=CC(=C(CN2C(N(C(C3=CC=C(C=C23)C(=O)NCC2=C(C=C(C=C2F)F)F)C)C)=O)C=C1)F 1-(4-chloro-2-fluorobenzyl)-3,4-dimethyl-2-oxo-N-(2,4,6-trifluorobenzyl)-1,2,3,4-tetrahydro-quinazoline-7-carboxamide